4-(1-tert-butyl-1H-pyrazol-4-yl)-2-[(3R)-3-methylmorpholin-4-yl]-8-(1H-pyrazol-5-yl)-1,7-naphthyridine C(C)(C)(C)N1N=CC(=C1)C1=CC(=NC2=C(N=CC=C12)C1=CC=NN1)N1[C@@H](COCC1)C